tetramethylpiperidinol sebacate C(CCCCCCCCC(=O)O)(=O)O.CC1(C(N(CCC1)O)(C)C)C